Di-tert-butyl (((6-bromobenzo[d]oxazol-2-yl)azanediyl)bis(ethane-2,1-diyl))dicarbamate BrC1=CC2=C(N=C(O2)N(CCNC(OC(C)(C)C)=O)CCNC(OC(C)(C)C)=O)C=C1